N-(3,4-difluorobenzyl)-4-(6-methoxy-7-(3-(4-methylpiperazin-1-yl)propoxy)quinazolin-4-yl)benzeneamide FC=1C=C(CNC(=O)C2=CC=C(C=C2)C2=NC=NC3=CC(=C(C=C23)OC)OCCCN2CCN(CC2)C)C=CC1F